ClC1=NC(=NC(=N1)Cl)N1CCN(CC1)CCCCS(=O)(=O)O 4-(4-(4,6-dichloro-1,3,5-triazin-2-yl)-piperazin-1-yl)-1-butanesulfonic acid